3-[(2,3-dichloropyridin-4-yl) thio]2-ethylhexyl propionate C(CC)(=O)OCC(C(CCC)SC1=C(C(=NC=C1)Cl)Cl)CC